8-{[6-(2,2-Difluoroethoxy)-5-[(1s,4s)-7-azabicyclo[2.2.1]heptan-7-carbonyl]pyridin-2-yl]amino}-6-[(oxan-4-yl)amino]imidazo[1,2-b]pyridazin-3-carbonitril FC(COC1=C(C=CC(=N1)NC=1C=2N(N=C(C1)NC1CCOCC1)C(=CN2)C#N)C(=O)N2C1CCC2CC1)F